C1=CC=CC=2C(C3=CC=C4C(C5=CC=CC=C5C5=C4C3=C(C12)C=C5)=O)=O Benzo[rst]pentaphen-5,8-dion